The molecule is a primary amine compound having benzyl as the N-substituent. It has been isolated from Moringa oleifera (horseradish tree). It has a role as an EC 3.5.5.1 (nitrilase) inhibitor, a plant metabolite and an allergen. It is a primary amine and an aralkylamine. It is a conjugate base of a benzylaminium. C1=CC=C(C=C1)CN